ClC1=NC2=CC(=NC=C2C=C1)CN1C(C2=CC=CC=C2C1=O)=O 2-[(2-chloro-1,6-naphthyridin-7-yl)methyl]isoindoline-1,3-dione